4-benzyl-2-(4-((2,2-dimethyl-4-oxo-4H-benzo[d][1,3]dioxin-5-yl)oxy)butyl)-1,2,4-thiadiazolidine-3,5-dione C(C1=CC=CC=C1)N1C(N(SC1=O)CCCCOC1=CC=CC=2OC(OC(C21)=O)(C)C)=O